O.[F-].[K+] potassium fluoride monohydrate